(1r,4r)-4-((6-((2,6-dioxopiperidin-3-yl)carbamoyl)pyridin-3-yl)amino)cyclohexane-1-carboxylic acid O=C1NC(CCC1NC(=O)C1=CC=C(C=N1)NC1CCC(CC1)C(=O)O)=O